C(C)(C)N1C[C@@]2(C[C@@H]2C1)C1=CC=C(C=C1)B1OC(C(O1)(C)C)(C)C (1R,5S)-3-isopropyl-1-(4-(4,4,5,5-tetramethyl-1,3,2-dioxaborolan-2-yl)phenyl)-3-azabicyclo[3.1.0]hexane